C(#N)CCP(CCC#N)CCC#N tris(2-cyanoethyl)phosphine